6-(2-Methoxy-5-methylphenyl)-N-[(2-oxo-1H-pyridin-3-yl)sulfonyl]-2-[(4S)-2,2,4-trimethylpyrrolidin-1-yl]pyridin-3-carboxamid COC1=C(C=C(C=C1)C)C1=CC=C(C(=N1)N1C(C[C@@H](C1)C)(C)C)C(=O)NS(=O)(=O)C=1C(NC=CC1)=O